O(CC)CCOC(=O)N1CC=CC2=CC=CC=C12 2-Ethoxyl-ethoxycarbonyl-1,2-dihydrochinolin